CC(CC1C(C(CCC1)CC(CCC)C)N)CCC 2,6-bis(2-methylpent-1-yl)cyclohexylamine